2-((3,5-dichloro-4-(4-hydroxy-3-isopropylbenzyl)benzyl)thio)-N,N-dimethylacetamide ClC=1C=C(CSCC(=O)N(C)C)C=C(C1CC1=CC(=C(C=C1)O)C(C)C)Cl